N1-([1,1':3',1''-Terphenyl]-2'-yl-2,2'',3,3'',4,4'',5,5'',6,6''-d10)-N2-(3-((9-(4-(tert-butyl)pyridin-2-yl)-7-chloro-9H-carbazol-2-yl)oxy)phenyl)benzene-1,2-diamine C1(=C(C(=C(C(=C1[2H])[2H])[2H])[2H])[2H])C1=C(C(=CC=C1)C1=C(C(=C(C(=C1[2H])[2H])[2H])[2H])[2H])NC=1C(=CC=CC1)NC1=CC(=CC=C1)OC1=CC=2N(C3=CC(=CC=C3C2C=C1)Cl)C1=NC=CC(=C1)C(C)(C)C